7-chloro-4-oxo-1-(2,4,6-trifluorophenyl)-1,4-dihydro-1,8-naphthyridine-3-carboxylic acid ClC1=CC=C2C(C(=CN(C2=N1)C1=C(C=C(C=C1F)F)F)C(=O)O)=O